C(CCCCCCCCC)OC(C(C(=O)OCCCCCCCCCC)C)=O 2-Methyl-malonic acid didecyl ester